ClC1=C(C=CC=C1OC)N1CCC2(CC1)C=1C=CC(=NC1CN(C2)C[C@@H]2NCCC2)C=2C(=NC=CC2)OCC 1'-(2-chloro-3-methoxyphenyl)-2-(2-ethoxy-3-pyridinyl)-7-[[(2R)-pyrrolidin-2-yl]methyl]spiro[6,8-dihydro-1,7-naphthyridine-5,4'-piperidine]